sodium sulfate cyanate [O-]C#N.S(=O)(=O)(O)O.[Na+]